FC=1C=C(C=NC1)CC1=CC=C2C(=N1)N(C(N2)=O)C (5-fluoro-3-pyridyl)methyl-3-methyl-imidazo[4,5-b]pyridin-2-one